C(C)(C)(C)NS(O)(=O)=O N-t-butylsulfamic acid